2-O-(L-tryptophanyl)-4'-nitro-2',5-dichlorosalicylanilide trifluoroacetate salt FC(C(=O)O)(F)F.N[C@@H](CC1=CNC2=CC=CC=C12)C(=O)OC=1C(C(=O)NC2=C(C=C(C=C2)[N+](=O)[O-])Cl)=CC(=CC1)Cl